C(CCCCCCCCCCC)OC1=C(C(=CC(=C1)N=C=O)OCCCCCCCCCCCC)OCCCCCCCCCCCC 1,2,3-tris(dodecyloxy)-5-isocyanatobenzene